FC=1C=C2C(=C(NC2=C(C1F)C)C1=CC=C(C=C1)F)CCC(=O)N[C@@H]1C(NC[C@H]1O)=O 3-[5,6-difluoro-2-(4-fluorophenyl)-7-methyl-1H-indol-3-yl]-N-[(3S,4R)-4-hydroxy-2-oxo-pyrrolidin-3-yl]propanamide